8-(2,6-dimethylpyridin-4-yl)-N-ethyl-5-(ethylamino)-7-phenylimidazo[1,2-c]pyrimidine-2-carboxamide CC1=NC(=CC(=C1)C=1C=2N(C(=NC1C1=CC=CC=C1)NCC)C=C(N2)C(=O)NCC)C